C(C)(=O)OC=C.C=C ethylen vinyl acetate